3-methyl-1-nitrosopyrrolidine-2-carboxylic acid CC1C(N(CC1)N=O)C(=O)O